C(CCCCCCC\C=C/CCCCCCCCCCCCCCCCCCCCCC\C=C/CCCCCCCC(=O)N)(=O)N hexamethylenebisoleamide